NC1=C2NC(N(C2=NC(=N1)OCCCC)CC1=CC=C(CN2CCCCC2)C=C1)=O 1-(4-((6-amino-2-butoxy-8-oxo-7,8-dihydro-9H-purin-9-yl)methyl)benzyl)piperidin